FC(C1=CC2=C(N=C(N=C2)NC2=CC=C(C(=O)NC)C=C2)N1CC1=NC=CN=C1N(S(=O)(=O)C)C)F 4-((6-(difluoromethyl)-7-((3-(N-methylmethylsulfonamido)pyrazin-2-yl)methyl)-7H-pyrrolo[2,3-d]pyrimidin-2-yl)amino)-N-methylbenzamide